FC1=C2C=CN(C2=C(C=C1)C)C=1C=C2C=CC=NC2=C(C1)N1CCN(CC1)C 4-fluoro-7-methyl-N-(8-(4-methylpiperazin-1-yl)quinolin-6-yl)-1H-indole